FC=1C=C(C=NC1)S(=O)(=O)NC(C(F)(F)F)C1=CC=C(C=C1)C 5-fluoro-N-(2,2,2-trifluoro-1-(p-tolyl)ethyl)pyridine-3-sulfonamide